3,5-bis((allyloxy)methyl)-2,2,6,6-tetramethylheptan-4-ol C(C=C)OCC(C(C)(C)C)C(C(C(C)(C)C)COCC=C)O